ClC1=CC(=C(C=C1)C1CC(=NO1)N1C[C@H]([C@H](C1)F)NS(N(C)C)(=O)=O)C1=NC=C(C=C1F)F N'-[(3R,4S)-1-{5-[4-chloro-2-(3,5-difluoropyridin-2-yl)phenyl]-4,5-dihydro-1,2-oxazol-3-yl}-4-fluoropyrrolidin-3-yl]-N,N-dimethylsulfuric diamide